ClC=1C=C(C=CC1F)NC1=NC=NC2=CC(=C(C=C12)OC)OCCCCl N-(3-chloro-4-fluorophenyl)-7-(3-chloropropoxy)-6-methoxyquinazoline-4-amine